FC1=C(OCC2=NC=CC(=N2)OC2CN(C2)CC2=NC3=C(N2C[C@H]2OCC2)C=C(C=C3)C(=O)O)C=CC(=C1)F 2-{[3-({2-[(2,4-difluorophenoxy)methyl]pyrimidin-4-yl}oxy)azetidin-1-yl]methyl}-1-{[(2S)-oxetan-2-yl]methyl}-1H-1,3-benzodiazole-6-carboxylic acid